5-fluoro-3-methylthieno[3,2-b]thiophene-2-carboxylic acid FC1=CC=2SC(=C(C2S1)C)C(=O)O